3-(9-phenyl-9H-carbazol-3-yl)phenylboronic acid C1(=CC=CC=C1)N1C2=CC=CC=C2C=2C=C(C=CC12)C=1C=C(C=CC1)B(O)O